OC[C@@H](CNC1=C(C(=C(N=N1)C1=C(C=C(C=C1)C(F)(F)F)O)C)C)C 2-(6-{[(2R)-3-hydroxy-2-methylpropyl]amino}-4,5-dimethylpyridazine-3-yl)-5-(trifluoromethyl)phenol